2-acetamido-2,6-dideoxy-L-glucose C(C)(=O)N[C@H](C=O)[C@H](O)[C@@H](O)[C@@H](O)C